C(C)[C@@H](C(=O)OC)CCCC |r| (+/-)-methyl 2-ethylhexanoate